1,2-Dioleoyloxy-3-hydroxypropane C(CCCCCCC\C=C/CCCCCCCC)(=O)OCC(CO)OC(CCCCCCC\C=C/CCCCCCCC)=O